P(=O)(OC)(OC)OC1=CC=C(C=C1)[N+](=O)[O-] dimethyl O-(4-nitrophenyl) phosphate